ClC1=CC=C(C=C1)C=1C(N(C=C2C=CC(=NC12)SCC)C1=CC2=CN(N=C2C=C1)C)=O 8-(4-chlorophenyl)-2-(ethylsulfanyl)-6-(2-methyl-2H-indazol-5-yl)-1,6-naphthyridin-7(6H)-one